O[C@H]1[C@@]2([C@H](CC[C@@]2([C@@H]2CC[C@@H]3C[C@H](CC[C@@]3([C@H]2C1)C)NC(=O)NCCN1CCCC1)O)C=1COC(C1)=O)C 1-((3S,5R,8R,9S,10S,12R,13S,14S,17R)-12,14-dihydroxy-10,13-dimethyl-17-(5-oxo-2,5-dihydrofuran-3-yl)hexadecahydro-1H-cyclopenta[a]phenanthren-3-yl)-3-(2-(pyrrolidin-1-yl)ethyl)urea